CC1=CN=CN1CCCNC(=NC#N)NC1=CC2=CC=CC=C2C=C1 (3-(5-methyl-1H-imidazol-1-yl)propyl)-2-cyano-3-(naphthalen-2-yl)guanidine